C(C)(C)(C)OC(=O)N1CC(CC1)C1=CC=C2C3=C(NC2=C1)N=CN=C3Cl 3-(4-chloro-9H-pyrimido[4,5-b]indol-7-yl)pyrrolidine-1-carboxylic acid tert-butyl ester